FC(C1=CN=C2N1C=C(C=C2)C2=CNC=1N=C(N=CC12)NCC(F)(F)F)F 5-(3-(difluoromethyl)imidazo[1,2-a]pyridin-6-yl)-N-(2,2,2-trifluoroethyl)-7H-pyrrolo[2,3-d]pyrimidin-2-amine